FC(OC1=CC=C(C=C1)C(C)N1C(C=2N(C(C1)CO)N=C1C2CN([C@@H](C1)C)C(=O)OC(C)(C)C)=O)F (3R)-tert-butyl 9-(1-(4-(difluoromethoxy)phenyl)ethyl)-7-(hydroxymethyl)-3-methyl-10-oxo-3,4,7,8,9,10-hexahydropyrido[4',3':3,4]pyrazolo[1,5-a]pyrazine-2(1H)-carboxylate